N(=C=O)CC1=CC=C(C=C1)CN=C=O 1,4-Bis-(isocyanatomethyl)benzol